OC1=CC=C(C=C1)[C@H]1CC[C@H](CC1)OC[C@@H]1N(CCC[C@@H]1NS(=O)(=O)C)C(=O)OC methyl cis-2-(((cis-4-(4-hydroxyphenyl)cyclohexyl)oxy)-methyl)-3-((methylsulfonyl)amino)piperidine-1-carboxylate